monophosphate monosodium salt [Na+].P(=O)([O-])(O)O